7-(3-(furan-2-yl)-7,8-dihydro-1,6-naphthyridin-6(5H)-yl)-2,8-dimethyl-4H-pyrimido[1,2-b]pyridazin-4-one O1C(=CC=C1)C=1C=NC=2CCN(CC2C1)C=1C(=CC=2N(N1)C(C=C(N2)C)=O)C